ClC=1C(=CC2=C(OCO2)C1)C=1CCN(CC1)S(=O)(=O)C=1C=NN(C1C)C 4-(6-chlorobenzo[d][1,3]dioxol-5-yl)-1-((1,5-dimethyl-1H-pyrazol-4-yl)sulfonyl)-1,2,3,6-tetrahydropyridine